FC1=CC(=C(C=C1)N1CN(C(C2=CC(=C(C=C12)C(F)(F)F)O)=O)C1=C(NC(C=C1)=O)C)C 1-(4-fluoro-2-methylphenyl)-6-hydroxy-3-(2-methyl-6-oxo-1,6-dihydropyridin-3-yl)-7-(trifluoromethyl)-2,3-dihydroquinazolin-4(1H)-one